(R)-1-(4-chlorophenylcarbamoyl)pyrrolidine-2-carboxylic acid ClC1=CC=C(C=C1)NC(=O)N1[C@H](CCC1)C(=O)O